CC(C(=O)O[C@H](C[C@@H](O)C1=CC(=C(C=C1)F)F)C1=NC(=NN1)Br)(C)C [(1R,3R)-1-(3-bromo-1H-1,2,4-triazol-5-yl)-3-(3,4-difluorophenyl)-3-hydroxy-propyl] 2,2-dimethylpropanoate